C(C1=CC=CC=C1)N(C(=O)NC(C)C1=CC=CC2=CC=CC=C12)CC1=CC=CC=C1 1,1-dibenzyl-3-(1-(naphthalen-1-yl)ethyl)urea